C(C)(=O)N1CC(C1)NC1=CC(=NC(=N1)N1CCCCC1)C(=O)NC[C@@H](O)C1N=CC2=CC(=CC=C2C1)OCC1=C(N=CO1)C 3-((R)-2-(6-((1-acetylazetidin-3-yl)amino)-2-(piperidin-1-yl)pyrimidine-4-carboxamido)-1-hydroxyethyl)-7-((4-methyloxazol-5-yl)methoxy)-3,4-dihydroisoquinoline